FC=1C=2CCCC2C(=C2CCCC12)NC(=O)NS(=O)(=O)C1=CC(=C(O1)C)C(=O)O 5-[[(8-fluoro-1,2,3,5,6,7-hexahydro-s-indacen-4-yl)carbamoyl]aminosulfonyl]-2-methylfuran-3-carboxylic acid